BrC1=CC=C(C=N1)NC(=O)C=1C2=C(N=C(N1)N1C=NC=C1)C=CN2 N-(6-bromopyridin-3-yl)-2-(1H-imidazol-1-yl)-5H-pyrrolo[3,2-d]pyrimidine-4-carboxamide